C(=CC)C1=C(C=CC=C1)CC(CCCC)CC propenyl-2-ethylhexyl-benzene